dichlorofluoropropyl-silane Cl[SiH](CCCF)Cl